N1=C(NC2=C1C=CC=C2)C=2C=C(C=CC2)[NH-] N-(3-(benzimidazol-2-yl)phenyl)amide